4-fluoro-N-(m-tolyl)benzohydrazonoyl chloride FC1=CC=C(C(=NNC=2C=C(C=CC2)C)Cl)C=C1